N-[3-azido-3-[5-[5-(difluoromethyl)-1,3,4-oxadiazol-2-yl]pyridin-2-yl]propyl]methanesulfonamide Magnesium-Strontium [Sr].[Mg].N(=[N+]=[N-])C(CCNS(=O)(=O)C)C1=NC=C(C=C1)C=1OC(=NN1)C(F)F